ClC1=CC(=C(OCC=2C=C(C=CC2OC)/C=C/CC2=CC=C(C=C2)O)C=C1C)C(C)C (E)-3-[3-[(4-Chloro-5-methyl-2-propan-2-ylphenoxy)methyl]-4-methoxyphenyl]-1-(4-hydroxyphenyl)prop-2-en